4,4''-di(pyridin-4-yl)-[1,1':3',1''-terphenyl]-2'-amine N1=CC=C(C=C1)C1=CC=C(C=C1)C1=C(C(=CC=C1)C1=CC=C(C=C1)C1=CC=NC=C1)N